2-((1-(2-(isoindolin-2-yl)-3,6-dimethyl-4-oxo-3,4-dihydroquinazolin-8-yl)ethyl)amino)-5-(trifluoromethyl)benzoic acid C1N(CC2=CC=CC=C12)C1=NC2=C(C=C(C=C2C(N1C)=O)C)C(C)NC1=C(C(=O)O)C=C(C=C1)C(F)(F)F